Cl.COC1CCN(CC1)CC=1C=C2C(NC(=NC2=C(C1)C)C1=CC2=C(C=N1)C=CS2)=O 6-[(4-methoxy-1-piperidinyl)methyl]-8-methyl-2-thieno[3,2-c]pyridin-6-yl-3H-quinazolin-4-one hydrochloride